N1C2C(CC1)CCC2 Octahydrocyclopenta[b]pyrrole